C1N(CCC12CNCC2)C2=NC=NC=C2OC2=C(C=C(C=C2)F)C(C(C)C)O 1-(2-((4-(2,7-diazaspiro[4.4]non-2-yl)pyrimidin-5-yl)oxy)-5-fluorophenyl)-2-methylpropan-1-ol